C(C)(C)(C)OC(=O)N1C[C@@H](CCC1)NC(CN1C(C2=CC=C(C=C2C(=N1)C(C)C)Br)=O)=O (R)-tert-Butyl-3-(2-(6-bromo-4-isopropyl-1-oxophthalazin-2(1H)-yl)acetamido)piperidine-1-carboxylate